FC=1C(=C(CO)C=CC1)O 3-fluoro-2-hydroxybenzyl alcohol